(4-hydroxy-3,5-dimethoxy-phenyl)-(6-methoxy-1H-indol-3-yl)methanone OC1=C(C=C(C=C1OC)C(=O)C1=CNC2=CC(=CC=C12)OC)OC